6-chloro-3-[1-[2-(3,3-difluoropyrrolidin-1-yl)-6-fluoro-3-methyl-4-oxoquinazolin-8-yl]ethylamino]pyridine-2-carboxylic acid ClC1=CC=C(C(=N1)C(=O)O)NC(C)C=1C=C(C=C2C(N(C(=NC12)N1CC(CC1)(F)F)C)=O)F